bis(1,2,2,6,6-pentamethylpiperidyl) sebacate C(CCCCCCCCC(=O)OC1C(N(C(CC1)(C)C)C)(C)C)(=O)OC1C(N(C(CC1)(C)C)C)(C)C